OCCN1CCN(CC1)CCCS(=O)(=O)O 4-(2-hydroxyethyl)-1-piperazinepropane-sulfonic acid